(R,S)-α-(4-hydroxyphenyl)-β-methyl-4-(phenylmethyl)-1-piperidinepropanol OC1=CC=C(C=C1)[C@@H]([C@H](CN1CCC(CC1)CC1=CC=CC=C1)C)O